C(C)NC(=O)C=1C(NC=C(C1)C(=O)N[C@H]1[C@@H](C1)C)=O |r| (+/-)-N3-ethyl-N5-((trans)-2-methylcyclopropyl)-2-oxo-1,2-dihydropyridine-3,5-dicarboxamide